1,2-diamino-1,2-diphenylethane NC(C(C1=CC=CC=C1)N)C1=CC=CC=C1